3-[3-Methyl-4-[[3-[2-(methylamino)ethoxy]cyclobutyl]methyl]-2-oxo-benzimidazol-1-yl]piperidine-2,6-dione CN1C(N(C2=C1C(=CC=C2)CC2CC(C2)OCCNC)C2C(NC(CC2)=O)=O)=O